FC(CN1N=C(C=2C1=NC(=NC2)N2CC1(CC2)CN(CC1)C=1C=NC(=NC1)C(F)(F)F)C)F 2-[1-(2,2-difluoroethyl)-3-methyl-1H-pyrazolo[3,4-d]pyrimidin-6-yl]-7-[2-(trifluoromethyl)pyrimidin-5-yl]-2,7-diazaspiro[4.4]nonane